4-(2-(2-(2-bromoethoxy)ethoxy)ethylthio)-2-(2,6-dioxopiperidin-3-yl)isoindoline-1,3-dione BrCCOCCOCCSC1=C2C(N(C(C2=CC=C1)=O)C1C(NC(CC1)=O)=O)=O